FC(CC(C(=O)NC=1C=NC2=C(C=CC=C2C1)F)(C)CC1=CC(=CC=C1)F)(F)F 4,4,4-trifluoro-2-[(3-fluorophenyl)methyl]-N-(8-fluoro-3-quinolyl)-2-methyl-butanamide